FC=1C=C(C=C(C1)F)[C@@H](C)NC=1C=C2C(=NNC2=CC1)/C=C/C(=O)N1C[C@H](CC1)O (E)-3-(5-(((R)-1-(3,5-difluorophenyl)ethyl)amino)-1H-indazol-3-yl)-1-((S)-3-hydroxypyrrolidin-1-yl)prop-2-en-1-one